(1,1-Dimethyl-2-oxo-ethyl)-carbamic acid tert-butyl ester C(C)(C)(C)OC(NC(C=O)(C)C)=O